FC1=C(SC(=C1)C1CC(NC(C1)(C)C)(C)C)C(=O)NC=1C=C(C=2N(C1)C=C(N2)C)F 3-fluoro-N-[8-fluoro-2-methylimidazo[1,2-a]pyridin-6-yl]-5-(2,2,6,6-tetramethylpiperidin-4-yl)thiophene-2-carboxamide